CC(=CCOC1=CC=C(C=C1)[C@@H](CC(=O)O)C#CC)C (3R)-3-{4-[(3-methylbut-2-en-1-yl)oxy]phenyl}hex-4-ynoic acid